C(CCC(=O)OCC1=CC=CC=C1)(=O)OCC1=CC=CC=C1 Dibenzyl succinate